P(OC1=C(C=C(C=C1)Br)Cl)(OCC)(SCCC)=O O-(4-bromo-2-chloro-phenyl) O-ethyl S-propyl phosphorothioate